OC1=C(C=CC(=C1)N)C=1NC2=C(N1)C=CC=C2 2-(2'-hydroxy-4-aminophenyl)benzimidazole